CCCCCCCCCCCCCCCCCCCCCCCCC(C(=O)N[C@@H](COP(=O)(O)OC1[C@@H]([C@H](C([C@H]([C@H]1O)O)O)O)O)[C@@H](CCCCCCCCCCCCCCCCC)O)O The molecule is an inositol phosphoceramide compound having a 2-hydroxyhexacosanoyl group amide-linked to a C20 sphinganine, no hydroxylation at C-4 of the long-chain base, and hydroxylation at C-2 of the very-long-chain fatty acid.